octadecyl-amide propyl-dimethyl-aminoacetate C(CC)OC(C(N)(C)C)=O.C(CCCCCCCCCCCCCCCCC)[NH-]